C(C=CC)(=O)N1CC(CC1)(C1=C(C(=CC=C1F)Cl)Cl)NC=1C=C2C(N(C=NC2=C(C1)F)CC(=O)N)=O 2-(6-((1-(But-2-enoyl)-3-(2,3-dichloro-6-fluorophenyl)pyrrolidin-3-yl)amino)-8-fluoro-4-oxoquinazolin-3(4H)-yl)acetamide